Tert-butyl (1-(8-bromo-7-(4-cyano-3-fluorophenyl)imidazo[1,2-c]pyrimidin-5-yl)piperidin-4-yl)carbamate BrC=1C=2N(C(=NC1C1=CC(=C(C=C1)C#N)F)N1CCC(CC1)NC(OC(C)(C)C)=O)C=CN2